N-[(S)-[(2-[[5-fluoro-4-(4-fluoro-2-methoxyphenyl)pyridin-2-yl]amino]pyridin-4-yl)methyl](methyl)oxo-lambda6-sulfanylidene]-L-valinamide FC=1C(=CC(=NC1)NC1=NC=CC(=C1)C[S@@](=NC([C@@H](N)C(C)C)=O)(=O)C)C1=C(C=C(C=C1)F)OC